4-(1-(cyclopropylmethyl)-2-formyl-1H-indol-7-yl)piperidine-1-carboxylic acid tert-butyl ester C(C)(C)(C)OC(=O)N1CCC(CC1)C=1C=CC=C2C=C(N(C12)CC1CC1)C=O